Gold(III) Nitrate [N+](=O)([O-])[O-].[Au+3].[N+](=O)([O-])[O-].[N+](=O)([O-])[O-]